C(C)C=1NC(=NN1)C=1C(=CC(=C(C1)NC(=O)C=1C=NN2C1C=CC(=C2)OC)C)F N-[5-(5-Ethyl-4H-1,2,4-triazol-3-yl)-4-fluoro-2-methylphenyl]-6-methoxypyrazolo[1,5-a]pyridine-3-carboxamide